4-((2-hydroxy-3-methoxybenzyl)amino)-N-(naphtho[1,2-d]thiazol-2-yl)benzenesulfonamide OC1=C(CNC2=CC=C(C=C2)S(=O)(=O)NC=2SC3=C(N2)C2=CC=CC=C2C=C3)C=CC=C1OC